ClC1=NC=C(C(=O)NC([2H])([2H])[2H])C=C1 6-chloro-N-(methyl-d3)nicotinamide